(3S,4S)-4-(3-(3-(4-fluorophenyl)-3-oxopropanoyl)-2-hydroxy-4,6-dimethoxyphenyl)-1-methylpiperidin-3-yl acetate C(C)(=O)O[C@@H]1CN(CC[C@H]1C1=C(C(=C(C=C1OC)OC)C(CC(=O)C1=CC=C(C=C1)F)=O)O)C